3-((12-(perfluorophenyl)dodecyl)thio)propyl hydrogen ((((R)-1-(6-amino-9H-purin-9-yl)propan-2-yl)oxy)methyl)phosphonate NC1=C2N=CN(C2=NC=N1)C[C@@H](C)OCP(OCCCSCCCCCCCCCCCCC1=C(C(=C(C(=C1F)F)F)F)F)(O)=O